benzyl (S)-4-(3-((4-(benzylthio)-3-methoxyphenyl)amino)-2-(4-fluorobenzamido)-3-oxopropyl)piperidine-1-carboxylate C(C1=CC=CC=C1)SC1=C(C=C(C=C1)NC([C@H](CC1CCN(CC1)C(=O)OCC1=CC=CC=C1)NC(C1=CC=C(C=C1)F)=O)=O)OC